4-methylenedioxycinnamic acid-N,N-diphenylamide C1(=CC=CC=C1)N(C(C=CC1=CC=C2C(=C1)OCO2)=O)C2=CC=CC=C2